ClC=1C(N(C(C1Cl)=O)CC1=CC=C(C=C1)N1CCN(CC1)C(=O)OC(C)(C)C)O tert-Butyl 4-(4-((3,4-dichloro-2-hydroxy-5-oxo-2,5-dihydro-1H-pyrrol-1-yl)methyl)phenyl)piperazine-1-carboxylate